9-benzyl-6-bromo-2-chloro-9H-purine C(C1=CC=CC=C1)N1C2=NC(=NC(=C2N=C1)Br)Cl